C(CCCCC)OB([O-])[O-] hexylborate